5-((2-(4-((3-Cyano-4-cyclopropylbenzyl)amino)butoxy)ethyl)amino)benzo[c][2,6]naphthyridine-8-carbonitrile C(#N)C=1C=C(CNCCCCOCCNC2=NC3=C(C4=CN=CC=C24)C=CC(=C3)C#N)C=CC1C1CC1